NC1=C(C(=NC(=C1F)C1=CC=C2C=CNC2=C1F)C(=O)[O-])Cl.[K+].ClC1=CC=C(C=N1)C(=O)NC1(CCC1)C1=NC=C(C=C1)NC(=O)C1=CC(=CC=C1)F 6-chloro-N-(1-{5-[(3-fluorobenzene-1-carbonyl)amino]pyridin-2-yl}cyclobutyl)pyridine-3-carboxamide Kalium 4-amino-3-chloro-5-fluoro-6-(7-fluoro-1H-indol-6-yl)pyridin-2-carboxylat